amino-acrylate CC(=N)C(=O)O